OC1=C(C=CC(=C1)CCCOC(C(=C)C)=O)N1N=C2C(=N1)C=CC=C2 2-[2-hydroxy-4-(3-methacryloxypropyl)phenyl]benzotriazole